ClC1=NC(=C2N=CN(C2=N1)[C@@H]1O[C@@H]([C@H]([C@H]1O)O)CO)N1CC2(CCCC3=CC=CC=C23)C1 (2R,3R,4S,5R)-2-(2-chloro-6-spiro[azetidine-3,1'-tetrahydronaphthalene]-1-yl-purin-9-yl)-5-(hydroxymethyl)tetrahydrofuran-3,4-diol